N1C=NC(=C1)CCNC(=O)C1NC2=CC=CC=C2C1 N-[2-(1H-imidazol-4-yl)ethyl]-2,3-dihydro-1H-indole-2-carboxamide